Cl.CN(CCCN=C=N)C 3-dimethylaminopropyl-carbodiimide HCl